BrC=1C(=C(C#N)C(=CC1)S(=O)(=O)C)Cl 3-bromo-2-chloro-6-(methylsulfonyl)benzonitrile